3-(4-chloroanilino)-1-phenyl-2-propen-1-one ClC1=CC=C(NC=CC(=O)C2=CC=CC=C2)C=C1